tri(1-adamantyl)phosphine C12(CC3CC(CC(C1)C3)C2)P(C23CC1CC(CC(C2)C1)C3)C31CC2CC(CC(C3)C2)C1